4-[5-fluoro-7-{[(rac)-oxolan-2-yl]methoxy}-3-(pyridin-2-yl)-1H-pyrrolo[3,2-b]pyridin-2-yl]pyridin-2-amine FC1=CC(=C2C(=N1)C(=C(N2)C2=CC(=NC=C2)N)C2=NC=CC=C2)OC[C@@H]2OCCC2 |r|